C1(CC1)CNC1=C2C=C(N=CC2=CC(=N1)C1=C(C(=CC(=C1Cl)OC([2H])([2H])[2H])OC([2H])([2H])[2H])Cl)NC1=C(C=CC=C1C)NC(C=C)=O N-(2-((5-((cyclopropylmethyl)amino)-7-(2,6-dichloro-3,5-bis(methoxy-d3)phenyl)-2,6-naphthyridin-3-yl)amino)-3-methylphenyl)acrylamide